3-(7-(3-(4-(6-(6-((R)-2-(3-fluorophenyl)pyrrolidin-1-yl)imidazo[1,2-b]pyridazin-3-yl)pyridin-2-yl)piperazin-1-yl)propyl)-1-methyl-1H-indazol-3-yl)piperidine-2,6-dione FC=1C=C(C=CC1)[C@@H]1N(CCC1)C=1C=CC=2N(N1)C(=CN2)C2=CC=CC(=N2)N2CCN(CC2)CCCC=2C=CC=C1C(=NN(C21)C)C2C(NC(CC2)=O)=O